C(C)(=O)N1CC2(CN(C2)C=2C=CC3=C(N=C(O3)C3=C4C=C(N=CC4=C(N=C3)NC)NC(=O)C3CC3)C2)C1 N-(5-(5-(6-acetyl-2,6-diazaspiro[3.3]hept-2-yl)benzo[d]oxazol-2-yl)-8-(methylamino)-2,7-naphthyridin-3-yl)cyclopropanecarboxamide